7-Hydroxy-5-(3-methylpiperazin-1-yl)-2,3-dihydro-1,4-benzodioxine OC=1C=C(C2=C(OCCO2)C1)N1CC(NCC1)C